spiro[3.3]heptene C1=CCC12CCC2